NC1=NC=CC=C1C1=NC=2C(=NC(=CC2)C2=CC=CC=C2)N1C1=CC=C(CN2CCC(CC2)NC2=NC(=NC=N2)C#N)C=C1 4-((1-(4-(2-(2-aminopyridin-3-yl)-5-phenyl-3H-imidazo[4,5-b]pyridin-3-yl)benzyl)piperidin-4-yl)amino)-1,3,5-triazine-2-carbonitrile